(3-GLYCIDOXYPROPYL)METHYLDIETHOXYSILANE (E)-tert-butyl-4-(6-chloro-2-methoxy-5-(3-((methylsulfonyl)oxy)prop-1-en-1-yl)pyridin-3-yl)piperidine-1-carboxylate C(C)(C)(C)OC(=O)N1CCC(CC1)C=1C(=NC(=C(C1)\C=C\COS(=O)(=O)C)Cl)OC.C(C1CO1)OCCC[Si](OCC)(OCC)C